C(C1=CC=CC=C1)OC1=C(N(N=C1C)CCC1=CC=CC=C1)C=1N=C(N(N1)C)N1N=C(C=2C1=CN=C(C2)C)C(=O)NCC2=C(C=C(C=C2)OC)OC 1-[5-[4-benzyloxy-5-methyl-2-(2-phenylethyl)pyrazol-3-yl]-2-methyl-1,2,4-triazol-3-yl]-N-[(2,4-dimethoxyphenyl)methyl]-5-methyl-pyrazolo[3,4-c]pyridine-3-carboxamide